(E)-2-fluoro-3-(6-methoxypyridin-2-yl)acrylic acid ethyl ester C(C)OC(/C(=C\C1=NC(=CC=C1)OC)/F)=O